ClC1=NC=NC2=C(C=CC=C12)Cl 4,8-dichloroquinazoline